BrC1=CC=C(C=C1)C1=CC(=NS1)C1=CC=CC=C1 5-(4-bromophenyl)-3-phenylisothiazole